Cl.Cl.N1=C(C=CC=C1)C1CCC(CC1)C(=O)N 4-pyridinylcyclohexanecarboxamide dihydrochloride